methyl 2-(hydroxymethyl)-1-[(1-methyl-1H-imidazol-5-yl) methyl]-1H-benzimidazole-6-carboxylate OCC1=NC2=C(N1CC1=CN=CN1C)C=C(C=C2)C(=O)OC